O1CC12CCN(CC2)C(=O)OC(C)(C)C 1-oxa-6-azaspiro[2.5]octane-6-carboxylic acid, 1,1-dimethylethyl ester